8-naphthylbutylamine C1=CC=CC2=CC=CC(=C12)CCCCN